P(OC1=C(C(=CC=C1)CC)C(C1=C(C=C(C=C1C)C)C)=O)([O-])=O ethyl(2,4,6-trimethylbenzoyl)phenyl phosphonate